[4,6-dimethyl-2-(trifluoromethyl)pyridine-3-yl]methanol CC1=C(C(=NC(=C1)C)C(F)(F)F)CO